(S)-2-Methyl-N-(1-(2-methyl-7-(1-methyl-1H-pyrazol-4-yl)quinolin-5-yl)cyclopropyl)-5-((1-methylazetidin-2-yl)methoxy)benzamide CC1=C(C(=O)NC2(CC2)C2=C3C=CC(=NC3=CC(=C2)C=2C=NN(C2)C)C)C=C(C=C1)OC[C@H]1N(CC1)C